ClC1=CC=C2C(=C(NC2=C1Cl)C1=NNC(=N1)C#N)C=1C=NNC1 3-(6,7-dichloro-3-(1H-pyrazol-4-yl)-1H-indol-2-yl)-1H-1,2,4-triazole-5-carbonitrile